C(C)(=O)O[C@@H]1[C@]2(C)[C@@H](C(C1O)O)[C@@H]1CCC=3C=C(C=CC3[C@H]1CC2)OCC2=CC=CC=C2 (17beta)-3-(phenylmethoxy)-estra-1,3,5(10)-triene-15,16,17-triol 17-acetate